C(C=C)(=O)N[C@H]1CN(CCC1)S(=O)(=O)N1CCC2(CN(C2)C[C@H]2CN(CC2)C2=NC=NC=C2OC2=C(C(=O)N(C(C)C)C(C)C)C=C(C=C2)F)CC1 2-((4-((S)-3-((7-(((R)-3-acryloylaminopiperidin-1-yl)sulfonyl)-2,7-diazaspiro[3.5]Nonan-2-yl)methyl)pyrrolidin-1-yl)pyrimidin-5-yl)oxy)-5-fluoro-N,N-diisopropylbenzamide